methyl 3-(2-chlorophenyl)-7-fluoro-2-(1-methylpiperidin-4-yl)-4-oxo-2,3-dihydro-1H-quinoline-5-carboxylate ClC1=C(C=CC=C1)C1C(NC=2C=C(C=C(C2C1=O)C(=O)OC)F)C1CCN(CC1)C